O=C1N(CCC2=C1SC=N2)C(=O)[O-] 4-oxo-6,7-dihydrothiazolo[5,4-c]pyridine-5(4H)-carboxylate